COC1=CC=C(C=C1)\C=C\C1=CC=CC=C1 (E)-4-methoxystilbene